C(C1=CC=CC=C1)(=O)OC1[C@@H](CN(C[C@@H]1C)C1=NC(=CC(=C1)F)Br)C (3R,4r,5S)-1-(6-bromo-4-fluoropyridin-2-yl)-3,5-dimethylpiperidin-4-yl benzoate